4-(propan-2-yl)benzene-1-sulfonyl chloride CC(C)C1=CC=C(C=C1)S(=O)(=O)Cl